4,7-dihydro-1,4-oxazepine O1C=CNC=CC1